CO[Si](CCCC=C)(OC)OC (3-(trimethoxysilyl)propyl)ethaneN